5-(2-(3-(1H-pyrazol-4-yl)benzoylamino)-1-phenyl-1H-imidazol-4-yl)pentanoic acid methyl ester COC(CCCCC=1N=C(N(C1)C1=CC=CC=C1)NC(C1=CC(=CC=C1)C=1C=NNC1)=O)=O